N-((5-Methyl-1,3,4-thiadiazol-2-yl)methyl)-N-(2-methyl-6-(((1S,2S)-2-(5-methylpyridin-2-yl)cyclopropyl)methoxy)pyrimidin-4-yl)benzamide CC1=NN=C(S1)CN(C(C1=CC=CC=C1)=O)C1=NC(=NC(=C1)OC[C@@H]1[C@H](C1)C1=NC=C(C=C1)C)C